O=C1NC(CCC1NC(C1=NC=C(C=C1)N1CCC(CC1)C1CCN(CC1)CC1CCNCC1)=O)=O N-(2,6-dioxopiperidin-3-yl)-5-(1'-(piperidin-4-ylmethyl)-[4,4'-bipiperidin]-1-yl)picolinamide